C(C)(C)(C)OC(=O)N[C@@H](C(=O)N([C@@H](C)C(=O)O)C)CCC1=CC(=CC=C1)C(F)(F)F N-((R)-2-((tert-butoxycarbonyl)amino)-4-(3-(trifluoromethyl)phenyl)butanoyl)-N-methyl-L-alanine